OC1=C(C=C(C=C1)CCC(C=CC=CC1=CC(=C(C(=C1)OC)O)OC)=O)OC 1-(4-hydroxy-3-methoxyphenyl)-7-(4-hydroxy-3,5-dimethoxyphenyl)-4,6-heptadien-3-one